CC(CC=1C=C(C=CC1)S(=O)(=O)N1CCC(CC1)NC(OC(C)(C)C)=O)(C=O)C tert-Butyl (1-((3-(2,2-dimethyl-3-oxopropyl)phenyl)sulfonyl)piperidin-4-yl)carbamate